ethyl 2-(7-cyano-5-isobutylbenzo[b]thiophen-2-yl)-4-methylthiazole-5-carboxylate C(#N)C1=CC(=CC2=C1SC(=C2)C=2SC(=C(N2)C)C(=O)OCC)CC(C)C